tert-butyl 13-chloro-14-fluoro-16,17-dimethyl-10-oxa-2,12,18,20-tetrazapentacyclo[9.7.1.14,7.02,8.015,19]icosa-1(18),11,13,15(19),16-pentaene-20-carboxylate ClC=1N=C2OCC3C4CCC(CN3C3=NC(=C(C(C1F)=C32)C)C)N4C(=O)OC(C)(C)C